7-chloro-3,3-dimethyl-5-(4-methyl-6-oxo-1,4,5,6-tetrahydropyridazin-3-yl)isoindolin-1-one ClC=1C=C(C=C2C(NC(C12)=O)(C)C)C1=NNC(CC1C)=O